FC1=C(N)C=C(C(=C1)OC)OCC1=C(C=CC=2OCCOC21)F 2-fluoro-5-((6-fluoro-2,3-dihydrobenzo[b][1,4]dioxin-5-yl)methoxy)-4-methoxyaniline